5-bromo-3-morpholinopyrazin-2-amine BrC=1N=C(C(=NC1)N)N1CCOCC1